FC(C1CN(CCC1)CC1=C2C(=NC(=C1)C(=O)N)C=CN2)(F)F 7-((3-(trifluoromethyl)piperidin-1-yl)methyl)-1H-pyrrolo[3,2-b]pyridine-5-carboxamide